S(=O)(=O)([O-])[O-].C[N+](CCCCOC(C=C)=O)(C)C.C[N+](CCCCOC(C=C)=O)(C)C N,N,N-trimethyl-4-[(1-oxo-2-propen-1-yl)oxy]-1-butanaminium sulfate